4-isopropyl-6,7-dimethoxyphthalazin-1-amine C(C)(C)C1=NN=C(C2=CC(=C(C=C12)OC)OC)N